N-[(2,4-dimethoxyphenyl)methyl]-7-(1-hydroxy-2,3,1-benzoxazaborinin-7-yl)cinnolin-4-amine COC1=C(C=CC(=C1)OC)CNC1=CN=NC2=CC(=CC=C12)C1=CC2=C(C=NOB2O)C=C1